NC1CCC(CC1)NCC(C1=CC=CC=C1)C=1C=CC(=C(C1)C=1C(=CC=C(C1F)OCCOCC(=O)N(C)C)C(=O)N)Cl 5'-(2-(((1r,4r)-4-Aminocyclohexyl)amino)-1-phenylethyl)-2'-chloro-5-(2-(2-(dimethylamino)-2-oxoethoxy)ethoxy)-6-fluoro-[1,1'-biphenyl]-2-carboxamide